FC(OC1=CC=CC=2C(N([C@H]3C=4N([C@@H](C21)C3)C3=C(N4)C=CC(=C3)C#CCN3C[C@@H](CC3)F)C([2H])([2H])[2H])=O)F (7R,14R)-1-(difluoromethoxy)-11-(3-((R)-3-fluoropyrrolidin-1-yl)prop-1-yn-1-yl)-6-(methyl-d3)-6,7-dihydro-7,14-methanobenzo[f]benzo[4,5]imidazo[1,2-a][1,4]diazocin-5(14H)-one